C(C)(C)(C)OC(NC1CCN(CC1)C1=NC(=C(C=C1C#N)Br)C1=CC(=C(C=C1)OC)OCC1=CC=CC=C1)=O Tert-butyl(1-(6-(3-(benzyloxy)-4-methoxyphenyl)-5-bromo-3-cyanopyridin-2-yl)piperidin-4-yl)carbamate